N1C(=CC=2C=NC=CC21)CNC(=O)[C@H]2N(C[C@@H](C2)OC(F)F)C(CNC(C2=CC(=CC=C2)OC2=CC=C(C=C2)F)=O)=O (2S,4R)-N-((1H-pyrrolo[3,2-c]pyridin-2-yl)methyl)-4-(difluoromethoxy)-1-((3-(4-fluorophenoxy)benzoyl)glycyl)pyrrolidine-2-carboxamide